5-[(3,3-Difluoropyrrolidin-1-yl)carbonyl]-2'-(4,5-dimethyl-1H-imidazol-2-yl)-3,4'-bipyridine trifluoroacetate salt FC(C(=O)O)(F)F.FC1(CN(CC1)C(=O)C=1C=C(C=NC1)C1=CC(=NC=C1)C=1NC(=C(N1)C)C)F